C(C1=CC=CC=C1)OC(CCCCCCCCCOC(=O)N[C@@H]1[C@H]([C@@H]([C@H](OC1)COCCC(=O)O)OCCC(=O)O)OCCC(=O)O)=O 3,3'-(((2R,3S,4R,5S)-5-((((10-(benzyloxy)-10-oxodecyl)oxy)carbonyl)amino)-2-((2-carboxyethoxy)methyl)tetrahydro-2H-pyran-3,4-diyl)bis(oxy))dipropionic acid